4-bromo-3-methyl-5-(trifluoromethyl)aniline BrC1=C(C=C(N)C=C1C(F)(F)F)C